(R)-2-fluoro-N-(6-fluoro-8-methylisoquinolin-1-yl)-N-(piperidin-3-yl)-4-(pyrimidin-2-ylamino)benzamide FC1=C(C(=O)N([C@H]2CNCCC2)C2=NC=CC3=CC(=CC(=C23)C)F)C=CC(=C1)NC1=NC=CC=N1